[Cl-].[Cl-].N1=C(C=CC=C1)C1=NC=CC=C1.[Ru+2] ruthenium (2,2'-bipyridine) dichloride